BrC1=CC=C(C=C1)C=1N(C(=C(N1)C1=CC=CC=C1)C1=CC=CC=C1)C1=CC=C(C=C1)C(C)(C)C 2-(4-bromophenyl)-1-(4-tert-butylphenyl)-4,5-diphenyl-1H-imidazole